9,10-Bis(2-carboxyethyl)carbonyloxyanthracene C(=O)(O)CCC(=O)OC=1C2=CC=CC=C2C(=C2C=CC=CC12)OC(=O)CCC(=O)O